BrC1=C(OCOCC[Si](C)(C)C)C=C(C=C1)F 2-[(2-bromo-5-fluoro-phenoxy)methoxy]ethyl-trimethyl-silane